1-methyl-3-[(2,2,3,3-tetrafluoropropoxy)methyl]-1H-pyrazole-4-carboxylic acid CN1N=C(C(=C1)C(=O)O)COCC(C(F)F)(F)F